R-citramalic acid C(C[C@@](C)(O)C(=O)O)(=O)O